ClC1=NC=CC2=CC(=C3C(=C12)CC(O3)C)C(=O)N 1-chloro-8-methyl-8,9-dihydrofuro[2,3-h]isoquinoline-6-carboxamide